N6-methyl-adenosine Fluorenediacrylate C=1(C(=CC=C2C3=CC=CC=C3CC12)C=CC(=O)O)C=CC(=O)O.CNC=1C=2N=CN([C@H]3[C@H](O)[C@H](O)[C@@H](CO)O3)C2N=CN1